N-(4-(1H-pyrazol-1-yl)benzyl)-2-(2-(2-(benzyloxy)ethoxy)ethoxy)-N-(3-methoxybenzyl)pyridin-4-amine N1(N=CC=C1)C1=CC=C(CN(C2=CC(=NC=C2)OCCOCCOCC2=CC=CC=C2)CC2=CC(=CC=C2)OC)C=C1